C(C)(C)(C)OC(=O)N1[C@@H](CN([C@H](C1)C)C1=NC(N2C3=C(C(=C(C=C13)Cl)Br)OCC2C=O)=O)C (2R,5S)-tert-butyl-4-(10-bromo-9-chloro-3-formyl-5-oxo-3,5-dihydro-2H-[1,4]oxazino[2,3,4-ij]quinazolin-7-yl)-2,5-dimethylpiperazine-1-carboxylate